Amidosulfonic acid sodium salt [Na+].NS(=O)(=O)[O-]